C[C@]12CC[C@H]3[C@H]([C@@H]1CCC2=O)C[C@H](C4=CC(=O)CC[C@]34C)O The molecule is a 6beta-hydroxy steroid that is androst-4-ene-3,17-dione substituted by a beta-hydroxy group at position 6. It is a 6beta-hydroxy steroid, a 3-oxo-Delta(4) steroid and a 17-oxo steroid. It derives from an androst-4-ene-3,17-dione.